C(C)OC(=O)C1C(C1C)CO 2-(Hydroxymethyl)-3-methylcyclopropane-1-carboxylic acid ethyl ester